ClC=1C=C(C=C(C1)NS(=O)(=O)C)NC(=O)C1=CN(C(=C1)C1=NC=C(C=C1)N1CC(C1)F)C N-(3-chloro-5-(methylsulfonamido)phenyl)-5-(5-(3-fluoroazetidin-1-yl)pyridin-2-yl)-1-methyl-1H-pyrrole-3-carboxamide